FC(N1C(=NC2=C1C=CC=C2)C2CCN(CC2)CC=2C=C1C(=NN(C1=CC2)C2=C(C=CC=C2)F)C)F 5-((4-(1-(difluoromethyl)-1H-benzo[d]imidazol-2-yl)piperidin-1-yl)methyl)-1-(2-fluorophenyl)-3-methyl-1H-indazole